NC=1C(N(C=CC1C)C(C(=O)N[C@@H](C[C@H]1C(NCC1)=O)C#N)CC1CC1)=O 2-[(1R)-3-amino-4-methyl-2-oxo-1-pyridyl]-N-[(1S)-1-cyano-2-[(3S)-2-oxopyrrolidin-3-yl]ethyl]-3-cyclopropyl-propanamide